NCCCC(CCC(CC)N)C 1,7-diamino-4-methylnonane